4-[(Z)-3-[4-(Methanesulfonamido)phenyl]-3-oxoprop-1-enyl]benzoic acid CS(=O)(=O)NC1=CC=C(C=C1)C(\C=C/C1=CC=C(C(=O)O)C=C1)=O